NC=1C(=C2CN(C(C2=CC1)=O)C1C(NC(CC1)=O)=O)F 3-(5-Amino-4-fluoro-1-oxoisoindolin-2-yl)piperidine-2,6-dione